C1CCN(CC1)OC(=O)CO piperidyl glycolate